tert-Butyl (endo)-5-((7-bromo-6-(2-cyanoethyl)-8-fluoro-3-iodo-2-(methylthio)quinolin-4-yl)amino)-2-azabicyclo[2.1.1]hexane-2-carboxylate BrC1=C(C=C2C(=C(C(=NC2=C1F)SC)I)NC1C2CN(C1C2)C(=O)OC(C)(C)C)CCC#N